COC1=C(C=C(C(=C1C)C)OC)CCCCCCCCCC[P+](C1=CC=CC=C1)(C1=CC=CC=C1)C1=CC=CC=C1 10-(2,5-dimethoxy-3,4-dimethyl-phenyl)decyl-triphenyl-phosphonium